2-(2-((3'-(1-aminoethyl)-2'-fluoro-5-(2-oxa-7-azaspiro[3.5]nonan-7-yl)-[1,1'-biphenyl]-3-yl)methoxy)phenyl)acetic acid NC(C)C=1C(=C(C=CC1)C1=CC(=CC(=C1)N1CCC2(COC2)CC1)COC1=C(C=CC=C1)CC(=O)O)F